(3-(2-(3-formyl-2-methyl-1H-indol-1-yl)ethoxy)phenyl)acetamide C(=O)C1=C(N(C2=CC=CC=C12)CCOC=1C=C(C=CC1)CC(=O)N)C